(S)-N-((S)-(3-chloro-2,4-difluorophenyl)((trans)-3-(trifluoromethyl)-cyclobutyl)-methyl)-2-oxooxazolidine-5-carboxamide ClC=1C(=C(C=CC1F)[C@@H](NC(=O)[C@@H]1CNC(O1)=O)[C@@H]1C[C@H](C1)C(F)(F)F)F